N1=NC(=CC2=C1C1=C(CCC2)C=CC=C1)N1N=C(N=C1N)NC=1C=CC2=C(CC[C@H](CC2)N(CC2CC2)CC2CC2)C1 1-(6,7-dihydro-5H-benzo[6,7]cyclohepta[1,2-c]pyridazin-3-yl)-N3-((7s)-7-(di(cyclopropylmethyl)amino)-6,7,8,9-tetrahydro-5H-benzo[7]annulene-2-yl)-1H-1,2,4-triazole-3,5-diamine